[N+](=O)([O-])C1=CC(=C(C=C1)O)\C=C(/CC)\[N+](=O)[O-] (E)-4-nitro-2-(2-nitro-1-buten-1-yl)phenol